CP(CCCP(C)C)C 1,3-bisdimethylphosphinopropane